CN(CCC=1C=C(C(N(C1)C(C(=O)O)CC(C)C)=O)C)C 2-(5-(2-(dimethylamino)ethyl)-3-methyl-2-oxopyridin-1(2H)-yl)-4-methylpentanoic acid